N-ethyl-N-methyl-N'-(1-(4-methylbenzyl)-1-oxido-3-oxo-3H-1λ4-benzo[d]isothiazol-5-yl)formimidamide C(C)N(C=NC=1C=CC2=C(C(NS2([O-])CC2=CC=C(C=C2)C)=O)C1)C